4-{1-Methyl-6-oxo-5-[(pyridin-2-yl)amino]pyridin-3-yl}-2-{6-oxo-8-thia-4,5-diazatricyclo[7.4.0.02,7]trideca-1(9),2(7),3-trien-5-yl}pyridine-3-carbaldehyde CN1C=C(C=C(C1=O)NC1=NC=CC=C1)C1=C(C(=NC=C1)N1N=CC=2C=3CCCCC3SC2C1=O)C=O